(3Z)-12,12-dimethoxy-3-dodecenylbutoxymethyl ether COC(CCCCCCCCCC=CC(CCOCOCOCCC(C)C=CCCCCCCCCCC(OC)OC)C)OC